C(C)(C)(C)OC(=O)NC(C(=O)O)C1CCCCCCC1 2-[(tert-Butoxycarbonyl)amino]-2-cyclooctylacetic acid